C1=CC=C2C(=C1)C(=CN2)/C=C/C(=O)O Indoleacrylic acid